(6-chloro-4-ethylamino-pyridin-3-yl)-methanol ClC1=CC(=C(C=N1)CO)NCC